FC1=C(C=CC(=C1)OC=1SC=C(N1)C=1C=NC(=CC1)C)NC1=NC=NC2=CC(=C(C=C12)NC1CCN(CC1)C(C=C)=O)OC([2H])([2H])[2H] 1-(4-((4-((2-fluoro-4-((4-(6-methylpyridin-3-yl)thiazol-2-yl)oxy)phenyl)amino)-7-(methoxy-d3)quinazolin-6-yl)amino)piperidin-1-yl)prop-2-en-1-one